FC(C1=NN=C(O1)C=1C=CC(=NC1)CN(C(=O)N1CC(SCC1)C)C1=CC=CC=C1)F N-[[5-[5-(difluoromethyl)-1,3,4-oxadiazol-2-yl]-2-pyridyl]methyl]-2-methyl-N-phenyl-thiomorpholin-4-carboxamide